C(C1=CC=CC=C1)OC1=CC(=C(C=O)C(=C1)B1OC(C(O1)(C)C)(C)C)C 4-(benzyloxy)-2-methyl-6-(4,4,5,5-tetramethyl-1,3,2-dioxaborolan-2-yl)benzaldehyde